CN1C(=NC=C1)C1=CC=C2C(=N1)C(=CS2)C2=CC=NC=C2 5-(1-methyl-1H-imidazol-2-yl)-3-(pyridin-4-yl)thieno[3,2-b]pyridine